(4s,7S,12bR)-7-[3-methyl-2(S)-sulfanylbutyramido]-6-oxo-1,2,3,4,6,7,8,12b-octahydropyrido[2,1-a][2]-benzazepine-4-carboxylic acid CC([C@@H](C(=O)N[C@@H]1C(N2[C@@H](C3=C(C1)C=CC=C3)CCC[C@H]2C(=O)O)=O)S)C